8-bromochromane-4-carboxylic acid BrC=1C=CC=C2C(CCOC12)C(=O)O